tetrahydroimidazo[1,5-a]pyrazine-1-carboxylate C1(NCN2C1=CN=CC2)C(=O)[O-]